(2S)-N-[4-(3-cyanophenyl)-5-(2,6-dimethyl-4-pyridyl)thiazol-2-yl]-2-(hydroxymethyl)azetidine-1-carboxamide C(#N)C=1C=C(C=CC1)C=1N=C(SC1C1=CC(=NC(=C1)C)C)NC(=O)N1[C@@H](CC1)CO